N-(4-chloro-2-fluorophenyl)-7-(6-fluoroquinoline-4-yl)spiro[3.5]nonane-2-carboxamide ClC1=CC(=C(C=C1)NC(=O)C1CC2(C1)CCC(CC2)C2=CC=NC1=CC=C(C=C21)F)F